6-(4-((4-(1H-pyrazol-4-yl)phenyl)amino)pyrimidin-2-yl)-N-(1-(3-chloro-pyridin-4-yl)piperidin-4-yl)benzo[b]thiophene-2-carboxamide N1N=CC(=C1)C1=CC=C(C=C1)NC1=NC(=NC=C1)C=1C=CC2=C(SC(=C2)C(=O)NC2CCN(CC2)C2=C(C=NC=C2)Cl)C1